C(C(O)CO)OC(CCCCCCCCCCC)=O glyceryl-dodecanoate